triazasilol N1N=N[SiH]=C1